COC12CC[C@@H]3[C@H](CC[C@@]4(C)[C@@H]3CC[C@@H]4C=4C=CC(=O)OC4)[C@]2(CCCC1)C 5-methoxybufadienolide